C(#N)[C@H](CC1=CC=C(C=C1)C=1C=CC2=C(N(C(O2)=O)C)C1)NC(=O)[C@H]1OCC(CNC1)COC (2S)-N-((S)-1-cyano-2-(4-(3-methyl-2-oxo-2,3-dihydrobenzo[d]oxazol-5-yl)phenyl)ethyl)-6-methoxymethyl-1,4-oxazepane-2-carboxamide